1-(2,5-dichloro-3-pyridyl)-2,2,2-trifluoro-ethanol ClC1=NC=C(C=C1C(C(F)(F)F)O)Cl